COC1=CC=C(CSC=2C(=C(C(N(C2)C)=O)C)C)C=C1 5-((4-methoxybenzyl)thio)-1,3,4-trimethylpyridin-2(1H)-one